N1CC(C1)N1C=2C(NCC1)=C(N(N2)C2=CC=C(C=C2)OC2=C(C=CC(=C2)F)F)C(=O)N 7-(azetidin-3-yl)-2-[4-(2,5-difluorophenoxy)phenyl]-4,5,6,7-tetrahydro-2H-pyrazolo[3,4-b]pyrazine-3-carboxamide